CON(C(=O)C1=NN(C(C=C1)=O)COCC[Si](C)(C)C)C N-methoxy-N-methyl-6-oxo-1-((2-(trimethylsilyl)ethoxy)methyl)-1,6-dihydropyridazine-3-carboxamide